2-(1-(1-(2,2-Difluoroethyl)-1H-pyrazolo[3,4-b]pyrazin-6-yl)piperidin-3-yl)-5-(2-(trifluoromethyl)pyridin-3-yl)-1,3,4-thiadiazole FC(CN1N=CC=2C1=NC(=CN2)N2CC(CCC2)C=2SC(=NN2)C=2C(=NC=CC2)C(F)(F)F)F